C([C@@H]([C@H](C(=O)[O-])O)O)O The molecule is conjugate base of L-threonic acid. It has a role as a human metabolite. It is a hydroxy monocarboxylic acid anion and a threonate. It is a conjugate base of a L-threonic acid.